O1C(NCC1)=O oxazolidin-2-on